CS(=O)(=O)C1=NC=CC(=C1)NC(=O)C=1C=NC2=CC=CC=C2C1 N-(2-(S-methylsulfonyl)pyridin-4-yl)quinoline-3-carboxamide